2-ethyl-3,5,6-trifluorobenzyl (1RS)-cis-3-[(Z)-2-chloro-3,3,3-trifluoro-1-propenyl]-2,2-dimethylcyclopropanecarboxylate Cl\C(=C/[C@@H]1C([C@@H]1C(=O)OCC1=C(C(=CC(=C1F)F)F)CC)(C)C)\C(F)(F)F